(6-(allyloxy)-2,3-dichlorophenyl)-2-(1-isopropylpiperidin-4-yl)-2,5,6,7-tetrahydro-3H-pyrrolo[2,1-c][1,2,4]triazol-3-one C(C=C)OC1=CC=C(C(=C1C1CCC2=NN(C(N21)=O)C2CCN(CC2)C(C)C)Cl)Cl